FC(N1N=CC(=C1)C1=CN=C2C(=CC=NC2=C1)OC1=CC=C(C=C1)NC(=O)C=1C=NC(=C(C1O)C1=CC=C(C=C1)F)C)F N-[4-[[7-[1-(Difluoromethyl)pyrazol-4-yl]-1,5-naphthyridin-4-yl]oxy]phenyl]-5-(4-fluorophenyl)-4-hydroxy-6-methylpyridine-3-carboxamide